CN1[C@@H](CCC1)C(C(=O)N)C 2-((S)-1-methylpyrrolidin-2-yl)propionamide